ClC1=NC=C(C(=C1)C1=C(C=NC(=C1)C)C(=O)NC=1SC2=C(N1)CN(C2)C(=O)C2=CC=NN2C)OC 2'-Chloro-5'-methoxy-6-methyl-N-(5-(1-methyl-1H-pyrazole-5-carbonyl)-5,6-dihydro-4H-pyrrolo[3,4-d]thiazol-2-yl)-[4,4'-bipyridine]-3-carboxamide